C1(CCC1)NC1=NC2=CC=CC=C2C=C1 N-cyclobutylquinolin-2-amine